ClC=1C=C2C(=NC=NC2=CC1C1=C(C=CC=C1)F)NC1CN(C1)C1=C(C(=C(C(=C1SC)F)F)F)F 6-chloro-7-(2-fluorophenyl)-N-(1-(2,3,4,5-tetrafluoro-6-(methylthio)phenyl)azetidin-3-yl)quinazolin-4-amine